(5'S,7a'R)-5'-(3-fluoro-phenyl)-1-(furan-3-carbonyl)tetrahydro-3'H-spiro[piperidine-4,2'-pyrrolo[2,1-b]-[1,3]oxazol]-3'-one FC=1C=C(C=CC1)[C@@H]1CC[C@H]2OC3(C(N21)=O)CCN(CC3)C(=O)C3=COC=C3